C(C1=CC=CC=C1)NC(C(C1=CC=CC=C1)N(C(C#C)=O)C1=C(C=CC(=C1)Cl)I)=O N-[2-(benzylamino)-2-oxo-1-phenylethyl]-N-(2-iodo-5-chlorophenyl)prop-2-ynamide